3-(2-hydroxycarbonylethylcarboxymethylenepiperidin-1-yl)-13,13-dimethyl-3H,13H-indeno[2',3':3,4]naphtho[1,2-b]pyran OC(=O)CCC1C(N(CCC1)C1C=CC2=C(O1)C=1C=CC=CC1C1=C2C(C2=CC=CC=C21)(C)C)=CC(=O)O